O1CC(C1)N1CC2=CC=C(C=C2CC1)C=1C=C2C(=NC1)NN=C2C2=CC1=C(C(NCCO1)=O)C=C2 8-(5-(2-(oxetan-3-yl)-1,2,3,4-tetrahydroisoquinolin-6-yl)-1H-pyrazolo[3,4-b]pyridin-3-yl)-3,4-dihydrobenzo[f][1,4]oxazepin-5(2H)-one